ClC1=CC=C(C(=N1)C=1C=NC=CC1)NC(C)C=1C=2C3=C(N(C(C2C=C(C1)C)=O)C)N(N=C3)C3CCN(CC3)C 9-[1-[[6-chloro-2-(3-pyridyl)-3-pyridyl]amino]ethyl]-4,7-dimethyl-3-(1-methyl-4-piperidyl)pyrazolo[3,4-c]isoquinolin-5-one